itaconic acid mono(2-ethylhexyl) ester C(C)C(COC(C(=C)CC(=O)O)=O)CCCC